(5,6-Difluorobenzo[d]isothiazol-3-yl)benzamide FC=1C(=CC2=C(C(=NS2)C2=C(C(=O)N)C=CC=C2)C1)F